N(=[N+]=[N-])C1=NC(=NN1)[N+](=O)[O-] 5-azido-3-nitro-1,2,4-triazole